FC=1C=C(C(=O)NC2=NC=CC=C2)C=C(C1)F 3,5-difluoro-N-(pyridin-2-yl)benzamid